CC1=C(C=C(C(=C1)OC1=CC(=CC=C1)SCC(C(F)F)(F)F)C)N=CN(C)CC N'-(2,5-dimethyl-4-[3-[(2,2,3,3-tetrafluoropropyl)sulfanyl]phenoxy]phenyl)-N-ethyl-N-methylimidoformamide